(S)-2-(4,4-difluoroazepan-1-yl)-4-methyl-N-(3-(S-methylsulfonimidoyl)phenyl)-6-(trifluoromethyl)nicotinamide FC1(CCN(CCC1)C1=C(C(=O)NC2=CC(=CC=C2)[S@](=O)(=N)C)C(=CC(=N1)C(F)(F)F)C)F